COCCCNC(C1=CC=C(C=C1)N1C=CC=2C=NC=CC21)=O N-(3-methoxypropyl)-4-(1H-pyrrolo[3,2-c]pyridine-yl)benzamide